3-(5-chloropyridin-2-yl)-4-phenyl-4,5-dihydropyrazole-1-carboxamide ClC=1C=CC(=NC1)C1=NN(CC1C1=CC=CC=C1)C(=O)N